methyl-((benzyloxy)carbonyl)-L-serine CN([C@@H](CO)C(=O)O)C(=O)OCC1=CC=CC=C1